4-(3-((dimethylamino)methyl)pyrrolidin-3-yl)butan-1-ol trans-tert-Butyl-3-fluoro-4-(hydroxymethyl)piperidine-1-carboxylate C(C)(C)(C)C1N(CCC(C1F)CO)C(=O)OCCCCC1(CNCC1)CN(C)C